isoserinol carbamate C(N)(O)=O.NCC(O)CO